CN1C(=NC2=CC=CC=C2C1=O)C1=CC=CC=C1 3-methyl-2-phenyl-4[3H]quinazolinone